2-[(3-fluoropiperidin-3-yl)methoxy]-6-(trifluoromethyl)pyridine hydrochloride Cl.FC1(CNCCC1)COC1=NC(=CC=C1)C(F)(F)F